N1CC(CCC1)C1=CC=CC(=N1)C=1C=NN2C1C=C(C=C2)N2CCOCC2 4-[3-[6-(3-piperidyl)-2-pyridyl]pyrazolo[1,5-a]pyridin-5-yl]morpholine